FC1=C(OCCCCCC=O)C=C(C=C1F)N1C(C2=C(N=C(N=C2)C2=NC=CC=N2)CC1)C 6-[2,3-difluoro-5-(5-methyl-2-pyrimidin-2-yl-7,8-dihydro-5H-pyrido[4,3-d]pyrimidin-6-yl)phenoxy]hexanal